N1=CC=CC2=CC=C(C=C12)C=1C=NC=CC1C=CC(=O)O 3-(3-(quinolin-7-yl)pyridin-4-yl)acrylic acid